[3-amino-4-(7-fluoro-1H-indazol-4-yl)-6-methyl-2-oxo-1H-1,7-phenanthrolin-9-yl]boronic acid NC=1C(NC2=C3C=C(C=NC3=C(C=C2C1C1=C2C=NNC2=C(C=C1)F)C)B(O)O)=O